FC=1C(=NC(=CC1)F)NC(N(CC1=NNC(=C1)C(F)(F)F)C=1C=NC(=NC1)OC)=O (3,6-Difluoropyridin-2-yl)-1-(2-methoxypyrimidin-5-yl)-1-((5-(trifluoromethyl)-1H-pyrazol-3-yl)methyl)urea